6'-(2,6-diphenylpyridin-4-yl)-4,4''-bis(3-methyl-9H-carbazol-9-yl)-5'-(4-(3-methyl-9H-carbazol-9-yl)phenyl)-3'-(9-phenyl-9H-carbazol-1-yl)-[1,1':2',1''-terphenyl] C1(=CC=CC=C1)C1=NC(=CC(=C1)C=1C(=CC(=C(C1C1=CC=C(C=C1)N1C2=CC=CC=C2C=2C=C(C=CC12)C)C1=CC=C(C=C1)N1C2=CC=CC=C2C=2C=C(C=CC12)C)C1=CC=CC=2C3=CC=CC=C3N(C12)C1=CC=CC=C1)C1=CC=C(C=C1)N1C2=CC=CC=C2C=2C=C(C=CC12)C)C1=CC=CC=C1